(3,3-difluoropropyl) (2,2,2-trifluoroethyl) sulfate S(=O)(=O)(OCCC(F)F)OCC(F)(F)F